Diphenyl phosphoroamidate P(OC1=CC=CC=C1)(OC1=CC=CC=C1)(=O)N